isobutyl 3,3-dimethyl-2-oxocyclopentane-1-carboxylate CC1(C(C(CC1)C(=O)OCC(C)C)=O)C